(E)-3,3-difluoro-N-methyl-N'-((5-(trifluoromethyl)pyridin-2-yl)methylene)cyclobutane-1-carbohydrazide FC1(CC(C1)C(=O)N(/N=C/C1=NC=C(C=C1)C(F)(F)F)C)F